N-[(4-fluoro-2-methyl-phenyl)methyl]ethanamine FC1=CC(=C(C=C1)CNCC)C